ethyl bis(p-trifluoromethyl phenyl) phosphate P(=O)(OCC)(OC1=CC=C(C=C1)C(F)(F)F)OC1=CC=C(C=C1)C(F)(F)F